N1=CC(=CC=C1)C1N(CCC1)S(=O)(=O)C1=C2C=CC=NC2=C(C=C1)O 5-[2-(3-pyridyl)pyrrolidin-1-yl]sulfonylquinolin-8-ol